FC(OC1=C(C=CC(=C1F)F)[C@@H]1[C@H](O[C@@]([C@@H]1C)(C(F)(F)F)C)C(=O)NC1=CC(=NC=C1)C(=O)NC)F 4-((2S,3R,4R,5S)-3-(2-(difluoromethoxy)-3,4-difluorophenyl)-4,5-dimethyl-5-(trifluoromethyl)tetrahydrofuran-2-carboxamido)-N-methylpicolinamide